O=[13CH][C@H](O)[C@@H](O)[C@@H](O)[C@H](O)CO galactose-13C